3-dicyanomethylidene-2,3-dihydro-thiophene-1,1-dioxide C(#N)C(=C1CS(C=C1)(=O)=O)C#N